(1R,2S,3R,4R,Z)-N-(4-fluoro-3-(trifluoromethyl)phenyl)-3-(5-(3-hydroxypropyl)-2-(methylamino)benzamido)-7-(2,2,2-trifluoroethylidene)bicyclo[2.2.1]heptane-2-carboxamide FC1=C(C=C(C=C1)NC(=O)[C@H]1[C@H]/2CC[C@@H]([C@H]1NC(C1=C(C=CC(=C1)CCCO)NC)=O)\C2=C/C(F)(F)F)C(F)(F)F